NC=1C=2N(C=C(N1)C1=C(C=C(C(=O)N(C)C)C=C1)F)C(=CN2)C2=C(C=CC(=C2)S(=O)(=O)C)C 4-(8-Amino-3-(2-methyl-5-(methylsulfonyl)phenyl)imidazo[1,2-a]pyrazin-6-yl)-3-fluoro-N,N-dimethylbenzamide